3-(6-butyryl-4-methylpyridin-3-yl)-7-chloro-1-cyclopropyl-1,6-naphthyridin-2(1H)-one C(CCC)(=O)C1=CC(=C(C=N1)C=1C(N(C2=CC(=NC=C2C1)Cl)C1CC1)=O)C